ClC=1C=CC=2NC=3C=C4C(=CC3C(C2C1)=O)NC1=CC=C(C=C1C4=O)Cl 2,9-dichloro-5,12-dihydroquinolino[2,3-B]acridine-7,14-dione